NC1=C2N=CN(C2=NC(=N1)OCCC1=CNC2=CC=C(C=C12)Cl)[C@@H]1O[C@@H]([C@H]([C@H]1O)O)CO (2R,3R,4S,5R)-2-(6-amino-2-(2-(5-chloro-1H-indol-3-yl)ethoxy)-9H-purin-9-yl)-5-(hydroxymethyl)-tetrahydrofuran-3,4-diol